2-(1H-imidazol-1-yl)-N-(pyrimidin-4-yl)-5H-pyrrolo[3,2-d]pyrimidine-4-carboxamide N1(C=NC=C1)C=1N=C(C2=C(N1)C=CN2)C(=O)NC2=NC=NC=C2